COC=1C=2C=3N(C=NC2C=CC1)N=C(N3)C3=CC=C(C=C3)OC 10-methoxy-2-(4-methoxyphenyl)[1,2,4]triazolo[1,5-c]quinazolin